Cl.NCC(=O)OC methyl 2-aminoacetate hydrochloride